α-Pyrrolidinovalerophenone N1(CCCC1)C(C(=O)C1=CC=CC=C1)CCC